N-[3-ethyl-1-[5-methyl-2-[(1-methylpyrazol-4-yl)amino]pyrimidin-4-yl]indol-5-yl]prop-2-enamide C(C)C1=CN(C2=CC=C(C=C12)NC(C=C)=O)C1=NC(=NC=C1C)NC=1C=NN(C1)C